n-propylaminosilane C(CC)N[SiH3]